tert-Butyl (NE)-N-[(4S)-1-{(1S*,3S*)-3-[tert-butyl(dimethyl)silyl]oxy-4,4-difluoro-cyclohexyl}-4-(2-chloro-3-ethynylphenyl)-4-methyl-6-oxohexahydropyrimidin-2-ylidene]carbamate [Si](C)(C)(C(C)(C)C)O[C@H]1C[C@H](CCC1(F)F)N1\C(\N[C@](CC1=O)(C)C1=C(C(=CC=C1)C#C)Cl)=N\C(OC(C)(C)C)=O |o1:8,10|